FC1=CC(=CC2=C1OCCO2)[C@H]([C@@H](CN2CCCC2)NC(=O)[C@H]2CN(CC2)C2=NC(=CC=C2)OC2=CC=C(C=C2)F)O (R)-N-((1R,2R)-1-(8-fluoro-2,3-dihydrobenzo[b][1,4]dioxin-6-yl)-1-hydroxy-3-(pyrrolidin-1-yl)propan-2-yl)-1-(6-(4-fluorophenoxy)pyridin-2-yl)pyrrolidine-3-carboxamide